4-Chloro-2-fluoro-3-{[(4-methoxyphenyl)methyl]thio}pyridine ClC1=C(C(=NC=C1)F)SCC1=CC=C(C=C1)OC